OC=1C=C2C(CC3(OC2=CC1O)OC1=CC(=C(C=C1C(C3)(C)C)O)O)(C)C 6,6',7,7'-Tetrahydroxy-4,4,4',4'-tetramethyl-2,2'-spirobichroman